alpha-glycidoxyethyltributoxysilane C(C1CO1)OC(C)[Si](OCCCC)(OCCCC)OCCCC